C(C)O/C=C/C=1C=C(C=CC1F)C(C(=O)O)C [3-[(E)-2-ethoxyvinyl]-4-fluoro-phenyl]propanoic acid